N-(azetidin-3-yl)-2-ethyl-4-((3-(3-(trifluoromethyl)-1H-pyrazol-4-yl)imidazo[1,2-a]pyrazin-8-yl)amino)benzamide N1CC(C1)NC(C1=C(C=C(C=C1)NC=1C=2N(C=CN1)C(=CN2)C=2C(=NNC2)C(F)(F)F)CC)=O